tert-butyl (S)-3-(4-(1-(3-((tert-butoxycarbonyl)amino)propyl)-1H-pyrazol-4-yl)-3-chlorophenoxy)-2-((1,3-dioxoisoindolin-2-yl)oxy)propanoate C(C)(C)(C)OC(=O)NCCCN1N=CC(=C1)C1=C(C=C(OC[C@@H](C(=O)OC(C)(C)C)ON2C(C3=CC=CC=C3C2=O)=O)C=C1)Cl